(1S,4S)-5-(4-fluoro-2-nitrophenyl)-2,5-diazabicyclo[2.2.1]heptane-2-carboxylic acid tert-butyl ester C(C)(C)(C)OC(=O)N1[C@@H]2CN([C@H](C1)C2)C2=C(C=C(C=C2)F)[N+](=O)[O-]